CC(=O)CC1=CC=C(C=C1)OC para-anisyl methyl ketone